CN(CCO)CCO N-methylbis-hydroxyethylamine